[Si](C1=CC=CC=C1)(C1=CC=CC=C1)(C(C)(C)C)OC1(CCCC1)C(=O)[O-] ((tert-butyldiphenylsilyl)oxy)cyclopentane-1-carboxylate